COC=1N=C2C(=CC=NC2=CC1OC)OC1=C(C=C(C=C1)NC(=O)C=1C=NC(=C(C1O)\C=C\CC(C)C)C)F N-[4-[(6,7-Dimethoxy-1,5-naphthyridin-4-yl)oxy]-3-fluorophenyl]-4-hydroxy-6-methyl-5-[(E)-4-methylpent-1-enyl]pyridine-3-carboxamide